C(C)N1N=C(C(=C1)C1=C2CCN(C(C2=CC=C1)=O)CC1=NC=CC(=C1)OC)C(F)(F)F 5-(1-ethyl-3-(trifluoromethyl)-1H-pyrazol-4-yl)-2-((4-methoxypyridin-2-yl)methyl)-3,4-dihydroisoquinolin-1(2H)-one